3-methyl-N-(pyridin-2-yl)quinolin-2-amine CC=1C(=NC2=CC=CC=C2C1)NC1=NC=CC=C1